1-(azetidin-3-yl)-1H-imidazole-2-carboxylic acid N1CC(C1)N1C(=NC=C1)C(=O)O